3-methyl-3-butenyl α-allyloxymethylacrylate C(C=C)OCC(C(=O)OCCC(=C)C)=C